CC=1C=CC(=C(C1)O)C=1C=2N(C(=NN1)N[C@H]1CN(CCC1)C)N=CC2C (R)-5-methyl-2-(3-methyl-7-((1-methylpiperidin-3-yl)amino)pyrazolo[1,5-d][1,2,4]triazin-4-yl)phenol